C(C)(C)N(C(C)C)CC=1C=C(C(=O)OC2=CC(=CC=C2)[C@@H](CC(=O)OC)C2CC2)C=CC1C1=CC(=NC=C1F)OC (S)-3-(1-cyclopropyl-3-methoxy-3-oxopropyl)phenyl 3-((diisopropylamino)methyl)-4-(5-fluoro-2-methoxypyridin-4-yl)benzoate